CC1=C(C=CC=C1)OCC methylphenetole